ClC1=C(C=CC(=C1)Cl)C=1CCCC2=C(C1C1=CC=C(C=C1)C(C)=C1CN(C1)CCCF)C=CC(=C2)C(=O)O 8-(2,4-Dichlorophenyl)-9-(4-(1-(1-(3-fluoropropyl)azetidin-3-ylidene)ethyl)phenyl)-6,7-dihydro-5H-benzo[7]annulene-3-carboxylic acid